C(CCC)C1=C(C(=NN1C(C)C)C(C)(C)C)O 5-n-butyl-3-tert-butyl-4-hydroxy-1-isopropyl-pyrazole